(2-(methylthio)pyridin-4-yl)ethan-1-one CSC1=NC=CC(=C1)C(C)=O